BrC=1N=C(N(C1[C@H](CCCCCC1(OCCO1)CC)N[S@](=O)C(C)(C)C)COCC[Si](C)(C)C)C1=CC=C(C=C1)F (R)-N-((S)-1-(4-bromo-2-(4-fluorophenyl)-1-((2-(trimethylsilyl)ethoxy)methyl)-1H-imidazol-5-yl)-6-(2-ethyl-1,3-dioxolan-2-yl)hexyl)-2-methylpropane-2-sulfinamide